C(C)(C)(C)C1=NC=C(C=N1)C(=O)NC=1C(=NC=CC1C1=NC(=CC=C1F)F)C1CCC(CC1)(F)F 2-(tert-butyl)-N-(2'-(4,4-difluorocyclohexyl)-3,6-difluoro-[2,4'-bipyridyl]-3'-yl)pyrimidine-5-carboxamide